C1(=CC(=CC=C1)C1=CC2=C(N=C(O2)SCC2=CC=C(C=C2)C(F)(F)F)C=C1)C 6-(m-tolyl)-2-((4-(trifluoromethyl)benzyl)thio)benzo[d]oxazole